[N+](=O)([O-])C=1C=C(C=CC1)C1=C(N=C(O1)C1=CC=C(C=C1)C(F)(F)F)C(=O)N1CCNCC1 (5-(3-nitrophenyl)-2-(4-(trifluoromethyl)phenyl)oxazol-4-yl)(piperazin-1-yl)methanone